8-{5-O-[bis(4-methoxyphenyl)(phenyl)methyl]-3-deoxy-2-O-[hydroxyl-(oxido)-λ5-phosphanyl]-β-D-erythro-pentofuranosyl}imidazo[1,2-a]pyrimidin-5(8H)-one COC1=CC=C(C=C1)C(OC[C@@H]1C[C@H]([C@@H](O1)N1C=2N(C(C=C1)=O)C=CN2)OP(=O)O)(C2=CC=CC=C2)C2=CC=C(C=C2)OC